ClC1=CC2=C(N(C=N2)C/C=C/[C@H]2NCCC[C@@H]2O)C(=C1)Cl (2R,3S)-2-((E)-3-(5,7-dichloro-1H-benzo[d]imidazol-1-yl)prop-1-en-1-yl)piperidin-3-ol